ClC=1C=C(CCC=2C(=NC=CC2)C#N)C=CC1 (3-chlorophenethyl)-2-cyanopyridine